CC1=C(C=CC=C1C1=CC2=NC(=CC=C2O1)CN1[C@@H](CCCC1)C(=O)O)C1=CC=CC=C1 (2S)-1-{[2-(2-Methylbiphenyl-3-yl)furo[3,2-b]pyridin-5-yl]methyl}piperidine-2-carboxylic acid